ClC=1C=C(CCN2C(C[C@H](C2)COC2=CC=C(C=C2)S(=O)(=O)C)(C)C)C=CC1 |o1:9| (R) or (S)-1-(3-chlorophenethyl)-2,2-dimethyl-4-((4-(methylsulfonyl)phenoxy)methyl)pyrrolidine